C(C)(C)(C)OC(=O)N1CC(CCC1)([N+](=O)[O-])CO 3-(hydroxymethyl)-3-nitropiperidine-1-carboxylic acid tert-butyl ester